O1C(CCCC1)N1N=CC=C1C1=CC=CC(=N1)N1N=CC(=C1)C1=CC=C(C=N1)NC(=O)[C@@H]1CN(CCC1)C(=O)OC(C)(C)C tert-butyl (3S)-3-((6-(1-(6-(1-(tetrahydro-2H-pyran-2-yl)-1H-pyrazol-5-yl)pyridin-2-yl)-1H-pyrazol-4-yl)pyridin-3-yl)carbamoyl)piperidine-1-carboxylate